[Br-].NC=1C=CC=2C=CC3=C(C=C(C(=C3C2C1)CC)C1=CC=CC=C1)N 3,8-diamino-5-ethyl-6-phenylphenanthrene bromide